N,N'-bis-(2,2,6,6-tetramethyl-4-piperidinyl)-1,6-hexanediamine CC1(NC(CC(C1)NCCCCCCNC1CC(NC(C1)(C)C)(C)C)(C)C)C